tert-butyl (R)-3-((3-((1-(4-bromonaphthalen-1-yl)ethyl)carbamoyl)-4-methylphenyl)carbamoyl)azetidine-1-carboxylate BrC1=CC=C(C2=CC=CC=C12)[C@@H](C)NC(=O)C=1C=C(C=CC1C)NC(=O)C1CN(C1)C(=O)OC(C)(C)C